[C@@H]12N(C[C@@H](CC1)C2)CC(=O)NC=2C=C(C(=NC2)C)NC(=O)C=2C=NN1C2C=NC(=C1)C=1C=NN(C1)C1COC1 N-(5-(2-((1R,4S)-2-azabicyclo[2.2.1]heptan-2-yl)acetamido)-2-methylpyridin-3-yl)-6-(1-(oxetan-3-yl)-1H-pyrazol-4-yl)pyrazolo[1,5-a]pyrazine-3-carboxamide